C(#N)C=1C=C(C=NC1N1C=CC=C1)NC(=O)C=1C=NN(C1C(F)(F)F)C1=C2C=CC=NC2=CC=C1 N-(5-Cyano-6-(1H-pyrrol-1-yl)pyridin-3-yl)-1-(chinolin-5-yl)-5-(trifluoromethyl)-1H-pyrazol-4-carboxamid